4-[3-[2,6-dichloro-4-[(1R,4R)-5-methyl-2,5-diazabicyclo[2.2.2]octan-2-yl]benzoyl]-2,4-Dihydro-1,3-benzoxazin-8-yl]-5-fluoro-2-(3-oxa-8-azabicyclo[3.2.1]octan-8-yl)benzoic acid ClC1=C(C(=O)N2COC3=C(C2)C=CC=C3C3=CC(=C(C(=O)O)C=C3F)N3C2COCC3CC2)C(=CC(=C1)N1[C@H]2CN([C@@H](C1)CC2)C)Cl